CC=1C=C(C=C(C1)C)B1OC(C(O1)(C)C)(C)C 2-(3,5-dimethylphenyl)-4,4,5,5-tetramethyl-1,3,2-dioxaborolan